2-chloro-4-ethyl-6-(4-(pyrrolidin-1-yl)piperidin-1-yl)pyridine-3,5-dicarbonitrile ClC1=NC(=C(C(=C1C#N)CC)C#N)N1CCC(CC1)N1CCCC1